C(C)(C)(C)C(=O)CCC propyl tertbutyl ketone